NCCOCCNC(=O)C=1SC=C(C1)C=1C=NN(C1)C1=CC=CC=C1 N-[2-(2-aminoethoxy)ethyl]-4-(1-phenyl-1H-pyrazol-4-yl)thiophene-2-carboxamide